3-amino-1-(6-morpholinopyridin-3-yl)piperidin-2-one hydrochloride Cl.NC1C(N(CCC1)C=1C=NC(=CC1)N1CCOCC1)=O